tert-butyl N-[(1S)-1-(dicyclopropylmethyl)-2-[[4-(difluoromethyl)-5-[3,5-dimethyl-1-(2-trimethylsilylethoxymethyl)pyrazol-4-yl]-2-pyridyl]amino]-2-oxo-ethyl]carbamate C1(CC1)C([C@@H](C(=O)NC1=NC=C(C(=C1)C(F)F)C=1C(=NN(C1C)COCC[Si](C)(C)C)C)NC(OC(C)(C)C)=O)C1CC1